(1S,2S)-N-(6,8-dichloro-2,7-naphthyridin-3-yl)-2-fluorocyclopropanecarboxamide ClC=1C=C2C=C(N=CC2=C(N1)Cl)NC(=O)[C@H]1[C@H](C1)F